4-((4-methoxyphenyl)thio)-6-methyl-2-(trifluoromethyl)quinazoline COC1=CC=C(C=C1)SC1=NC(=NC2=CC=C(C=C12)C)C(F)(F)F